N(=[N+]=[N-])CC1(CCN(S1(=O)=O)C1=CC=C(C=C1)OC)C 5-(Azidomethyl)-2-(4-methoxyphenyl)-5-methylisothiazolidine 1,1-dioxide